CC1=NN(C2=NC(=NC=C21)NC=2C(=CC=1N(C2)N=CN1)C)C1CCC2(COC2)CC1 3-methyl-N-(7-methyl-[1,2,4]triazolo[1,5-a]pyridin-6-yl)-1-(2-oxaspiro[3.5]nonan-7-yl)-1H-pyrazolo[3,4-d]pyrimidin-6-amine